O1C(=CC=C1)CCCCCCCCCCCO 11-furyl-1-undecanol